ethyl-4-oxo-2-(3-(trifluoromethyl) phenyl)-1,4-dihydroquinoline-6-carboxylate C(C)OC(=O)C=1C=C2C(C=C(NC2=CC1)C1=CC(=CC=C1)C(F)(F)F)=O